titanium di-isopropoxide CC([O-])C.CC([O-])C.[Ti+2]